COC=1C=C(C=C(C1)OC)NC=1N=C2N(C(=NC=C2C(=O)N)NCC2=CC(=CC=C2)NC(C(=C)C)=O)C1 ((3,5-Dimethoxyphenyl)amino)-5-((3-methacrylamidobenzyl)amino)imidazo[1,2-c]pyrimidine-8-amide